N-(3-(2-(2-(2-(2,6-dioxopiperidin-3-yl)-1,3-dioxoisoindolin-5-ylamino)ethoxy)ethoxy)benzyl)-4-(1-(cyclopropanecarbonyl)indolin-5-yl)-5-methylthiazole-2-carboxamide O=C1NC(CCC1N1C(C2=CC=C(C=C2C1=O)NCCOCCOC=1C=C(CNC(=O)C=2SC(=C(N2)C=2C=C3CCN(C3=CC2)C(=O)C2CC2)C)C=CC1)=O)=O